FC(C=1C(=C(NN1)NC(=S)NC(OCC)=O)C1=CC(=C(C(=C1)F)F)F)F ethyl N-{[5-(difluoromethyl)-4-(3,4,5-trifluorophenyl)-2H-pyrazol-3-yl]carbamothioyl}carbamate